ClC1=CC=C(OCC(=O)NC=2C=NC(=C(C2)Br)NC(COC2=CC=C(C=C2)Cl)=O)C=C1 2-(4-Chlorophenoxy)-N-[5-bromo-6-[[2-(4-chlorophenoxy)acetyl]amino]pyridin-3-yl]acetamide